ClC=1C(=NC=CN1)C=1OC(C(N(N1)CC1=CC=C(C=C1)OC)=O)(C)C 2-(3-chloropyrazin-2-yl)-4-[(4-methoxyphenyl)methyl]-6,6-dimethyl-1,3,4-oxadiazin-5-one